C[C@]12[C@H]3CC[C@@]4([C@H](CC[C@H]4[C@@H]3CC[C@H]2CCCC1)[C@H](C)CCCC(C)C)C (5R,8R,9S,10S,13R,14S,17R)-10,13-dimethyl-17-[(2R)-6-methylheptan-2-yl]-2,3,4,5,6,7,8,9,11,12,14,15,16,17-tetradecahydro-1H-cyclopenta[a]phenanthrene